FC=1C=C(C=CC1F)NC(=O)C1=C(N(C(=C1C)C(C(NC1=NC=CC=C1)=O)=O)C)C N-(3,4-difluorophenyl)-1,2,4-trimethyl-5-(2-oxo-2-(pyridin-2-ylamino)acetyl)-1H-pyrrole-3-carboxamide